FC1=C(N=CC2=C1N=C(N=C2N2C[C@H]([C@H](CC2)C(=O)OC2=CC(=C(C=C2)F)F)O)OCC21CCCN1CCC2)C2=CC=CC1=CC=CC(=C21)F 3,4-difluorophenyl (3S,4S)-1-(8-fluoro-7-(8-fluoronaphthalen-1-yl)-2-((tetrahydro-1H-pyrrolizin-7a(5H)-yl)methoxy)pyrido[4,3-d]pyrimidin-4-yl)-3-hydroxypiperidine-4-carboxylate